C(C)(C)(C)N1CCC(CC1)N1N=NC(=C1)[C@H](C=1C=NC=CC1)NC=1C=C2C(=C(C=NC2=C(C1)Cl)C#N)NC1CCCCCC1 (S)-6-(((1-(1-(tert-butyl)piperidin-4-yl)-1H-1,2,3-triazol-4-yl)(pyridin-3-yl)methyl)amino)-8-chloro-4-(cycloheptylamino)quinoline-3-carbonitrile